FC(C(=O)O)(F)F.BrC=1C=CC=2N(C1)C=C(N2)C2NCC(C2)OC rac-2-{6-bromoimidazo[1,2-a]pyridine-2-yl}-4-methoxypyrrolidine trifluoroacetate